5-(4,4,5,5-tetramethyl-1,3,2-dioxaborolan-2-yl)-2-(triisopropylsilyl)oxazole CC1(OB(OC1(C)C)C1=CN=C(O1)[Si](C(C)C)(C(C)C)C(C)C)C